tert-butyl N-[2-(2-hydroxyethyl)cyclohexyl]carbamate OCCC1C(CCCC1)NC(OC(C)(C)C)=O